C(C1=CC=CC=C1)(=O)O[C@@H]1[C@H](O[C@H]([C@@H]1OC)N1C(NC(C=C1)=O)=O)OC(C)P(=O)(OC)OC (2R,3S,4R,5R)-2-(1-(Dimethoxyphosphoryl)ethoxy)-5-(2,4-dioxo-3,4-dihydropyrimidin-1(2H)-yl)-4-methoxytetrahydrofuran-3-yl benzoate